(1S,3S,4R)-3-acrylamido-4-((6-(2,6-dichloro-3,5-dimethoxyphenyl)quinazolin-2-yl)amino)-N,N-dimethylcyclopentanecarboxamide C(C=C)(=O)N[C@H]1C[C@H](C[C@H]1NC1=NC2=CC=C(C=C2C=N1)C1=C(C(=CC(=C1Cl)OC)OC)Cl)C(=O)N(C)C